(R*)-N5-Cyclopropyl-N7-methyl-3-(tetrahydro-2H-pyran-4-yl)-2,3-dihydrobenzofuran-5,7-dicarboxamid C1(CC1)NC(=O)C=1C=C(C2=C([C@H](CO2)C2CCOCC2)C1)C(=O)NC |o1:11|